3-amino-3-(2-(6-((cis)-2,6-dimethylmorpholino)pyridin-2-yl)-1,6-naphthyridin-7-yl)propan-1-ol NC(CCO)C1=NC=C2C=CC(=NC2=C1)C1=NC(=CC=C1)N1C[C@@H](O[C@@H](C1)C)C